O[C@@H]1C[C@@H](CC[C@H]1C)NC1=NC(=NC=C1C(=O)N)S(=O)(=O)C 4-((1R,3R,4R)-3-hydroxy-4-methylcyclohexylamino)-2-(methylsulfonyl)pyrimidine-5-carboxamide